C(C)(C)(C)NS(=O)(=O)C=1C=C(C=CC1)NC(C1=C(C=C(C(=O)NCCO)C=C1)N1CCC2(CC2)CC1)=O N1-(3-(N-(tert-Butyl)sulfamoyl)phenyl)-N4-(2-hydroxyethyl)-2-(6-azaspiro[2.5]octan-6-yl)terephthalamide